1,3-diethenylbenzene C(=C)C1=CC(=CC=C1)C=C